tert-Butyl (1-acetylpiperidin-4-yl)((6-(2-chloro-3-(3-chloro-2-(4-formyl-3-methoxyphenyl) pyridin-4-yl)phenyl)-2-methoxypyridin-3-yl)methyl)carbamate C(C)(=O)N1CCC(CC1)N(C(OC(C)(C)C)=O)CC=1C(=NC(=CC1)C1=C(C(=CC=C1)C1=C(C(=NC=C1)C1=CC(=C(C=C1)C=O)OC)Cl)Cl)OC